oleamidopropyl-(hydroxysulfo)propyl-dimethyl-ammonium C(CCCCCCC\C=C/CCCCCCCC)(=O)NCCC[N+](C)(C)CCCS(=O)(=O)OO